1-[(2-{6,6-difluoro-3-azabicyclo[3.1.0]hex-3-yl}-4-methylpyrimidin-5-yl)methyl]-1H-pyrazole-4-carboxylic acid ethyl ester C(C)OC(=O)C=1C=NN(C1)CC=1C(=NC(=NC1)N1CC2C(C2C1)(F)F)C